C1(C=CC(N1C1=CC2=CC=C(C=C2C=C1)N1C(C=CC1=O)=O)=O)=O 2,6-bismaleimidylnaphthalene